5-amino-N3-(5-(2-(4-chloro-3-(trifluoromethyl)phenyl)acetamido)-2-fluoropyridin-3-yl)-1-isopropyl-1H-pyrazole-3,4-dicarboxamide NC1=C(C(=NN1C(C)C)C(=O)NC=1C(=NC=C(C1)NC(CC1=CC(=C(C=C1)Cl)C(F)(F)F)=O)F)C(=O)N